FC(C(=O)O)(F)F.C(C)OC(NC(=N)C1=CC=C(C=C1)CN)=O ((4-(aminomethyl)phenyl)(imino)methyl)carbamic acid ethyl ester trifluoroacetate